C(#N)C(C(=O)OCC(C)C)=C isobutyl 2-cyanoacrylate